NC1=NC(=C(C=C1C1=CC(=C2C(NC(=NC2=C1)C)=O)F)C1=CC=C(C=C1)N1CCN(CC1)C1CCC1)F 7-(2-amino-5-(4-(4-cyclobutylpiperazin-1-yl)phenyl)-6-fluoropyridin-3-yl)-5-fluoro-2-methylquinazolin-4(3H)-one